tert-butyl 4-(4-cyano-3-methylphenyl)-3',6'-dihydro-[3,4'-bipyridine]-1'(2'H)-carboxylate tert-Butyl-4-(4-cyano-3-methylphenyl)-3',6'-dihydro-[3,4'-bipyridine]-1'(2'H)-carboxylate C(C)(C)(C)OC(=O)N1CCC(=CC1)C=1C=NC=CC1C1=CC(=C(C=C1)C#N)C.C(#N)C1=C(C=C(C=C1)C1=C(C=NC=C1)C=1CCN(CC1)C(=O)OC(C)(C)C)C